COC(=O)C=1C=CC2=C(C=CS2=O)C1 1-oxo-benzothiophene-5-carboxylic acid methyl ester